O=C1NC(CCC1N1C(C2=C3C(C=CC=C13)=CC(=C2)OC(N(C2=CC(=C(C=C2)F)OC(F)(F)F)C)=O)=O)=O (1-(2,6-dioxopiperidin-3-yl)-2-oxo-1,2-dihydrobenzo[cd]indol-4-yl)methyl(4-fluoro-3-(trifluoromethoxy)phenyl)carbamate